4-((6-Aminopyridin-3-yl)oxy)-7-methoxy-N-methylquinoline-6-carboxamide NC1=CC=C(C=N1)OC1=CC=NC2=CC(=C(C=C12)C(=O)NC)OC